2-hydroxymethyl-2-methyl-1,3-propanediol Tris-(3-mercaptopropionate) SCCC(=O)O.SCCC(=O)O.SCCC(=O)O.OCC(CO)(CO)C